C1(=CC(=CC=C1)C(=O)O[C@H]1C[C@H](N(C1)C(=O)OC(C)(C)C)C(=O)OC(C)(C)C)C1=CC=CC=C1 di-tert-butyl (2S,4S)-4-(([1,1'-biphenyl]-3-carbonyl)oxy)pyrrolidine-1,2-dicarboxylate